butyraldehyde 2,4-dinitrophenylhydrazone [N+](=O)([O-])C1=C(C=CC(=C1)[N+](=O)[O-])NN=CCCC